(R)-(+)-malic acid C([C@H](O)CC(=O)O)(=O)O